2-(3-acetyl-5-(2-(dimethylamino)pyrimidin-5-yl)-1H-indazol-1-yl)-N-(2-((3-chloro-2-fluorobenzyl)amino)-2-oxoethyl)-N-isopropylacetamide C(C)(=O)C1=NN(C2=CC=C(C=C12)C=1C=NC(=NC1)N(C)C)CC(=O)N(C(C)C)CC(=O)NCC1=C(C(=CC=C1)Cl)F